NC(C(F)F)C1=CC=2N(N=C1)C=C(N2)[C@H](C2CCC(CC2)(F)F)NC(OC(C)(C)C)=O tert-butyl ((1S)-(7-(1-amino-2,2-difluoroethyl)imidazo[1,2-b]pyridazin-2-yl)(4,4-difluorocyclohexyl)methyl)carbamate